4-(tert-Butoxycarbonyl(trideuteromethyl)amino)-5-chloro-2-methoxybenzoic acid C(C)(C)(C)OC(=O)N(C1=CC(=C(C(=O)O)C=C1Cl)OC)C([2H])([2H])[2H]